CN[C@H](C(=O)OC1C(OC2=C(C1)C=CC=C2)(C)C)C 2,2-dimethyl-3,4-dihydro-2H-1-benzopyran-3-yl (2S)-2-(methylamino)propanoate